BrC1=C(C=CC(=N1)N)Cl 6-bromo-5-chloro-2-pyridinamine